(S)-9-(6-Chloro-pyridin-3-ylmethyl)-2-((3R,5R)-3,5-dimethyl-morpholin-4-yl)-8-trifluoromethyl-6,7,8,9-tetrahydro-pyrimido[1,2-a]-pyrimidin-4-one ClC1=CC=C(C=N1)CN1[C@@H](CCN2C1=NC(=CC2=O)N2[C@@H](COC[C@H]2C)C)C(F)(F)F